CN1C2=C(OC3=C(C1=O)C=C(C=C3)C=3C=C(C=CC3)NS(=O)(=O)C)C=CC(=C2)OC(F)(F)F N-(3-(10-Methyl-11-oxo-8-(trifluoromethoxy)-10,11-dihydrodibenzo[b,f][1,4]oxazepin-2-yl)phenyl)methanesulfonamide